ClC=1C=CC(=NC1)C1(CC(C=2C=CC=3CCNC(C3C2O1)C)O)C (5-chloropyridin-2-yl)-2,10-dimethyl-3,4,7,8,9,10-hexahydro-2H-pyrano[3,2-H]isoquinolin-4-ol